ClC1=CC=C(C=C1)[C@H](C(=O)N1CCN(CC1)C=1C2=C(N=CN1)[C@@H](C[C@H]2C)O)CNC(C)C (S)-2-(4-chlorophenyl)-1-(4-((5r,7r)-7-hydroxy-5-methyl-6,7-dihydro-5H-cyclopenta[d]pyrimidin-4-yl)piperazin-1-yl)-3-(isopropylamino)propan-1-one